O[C@H]1C[C@H](CN(CC1)C(=O)OC(C)(C)C)OCCCCCC1=C(C=C(C=C1B1OC(C(O1)(C)C)(C)C)OCOC)C |o1:1,3| tert-butyl rel-(3R,5R)-5-hydroxy-3-((5-(4-(methoxymethoxy)-2-methyl-6-(4,4,5,5-tetramethyl-1,3,2-dioxaborolan-2-yl)phenyl)pentyl)oxy)azepane-1-carboxylate